methyl-pyridine-3,4-diamine CC1=NC=CC(=C1N)N